C(C)(C)(C)OC(NCC1=C(C=CC=C1)N)=O (2-amino-benzyl)-carbamic acid tert-butyl ester